[N+](=O)([O-])C=1C=C(C=CC1)\C=C/C(=O)C1=CC=C(C=C1)S(=O)(=O)NCCC(=O)O 3-[[4-[(Z)-3-(3-Nitrophenyl)prop-2-enoyl]phenyl]sulfonylamino]propanoic acid